4,5,6,7-tetrahydrothieno[3,2-c]pyridin-2-yl acetate hydrochloride Cl.C(C)(=O)OC1=CC=2CNCCC2S1